C(C=C)C1=C2CN(C(C2=CC=C1)=O)C1C(NC(CC1)=O)=O 3-(4-allyl-1-oxo-isoindolin-2-yl)piperidine-2,6-dione